COCCOC[C@H]1OSOC1 (R)-4-((2-methoxyethoxy)methyl)-1,3,2-dioxathiolane